tert-Butyl 3-(6-methoxypyridin-3-yl)azetidine-1-carboxylate COC1=CC=C(C=N1)C1CN(C1)C(=O)OC(C)(C)C